N-gamma-maleimidobutylhydroxysuccinimide C1(C=CC(N1C(CCN1C(C(CC1=O)O)=O)C)=O)=O